(4-(3-(1-ethyl-1H-pyrazol-4-yl)-1H-pyrazolo[3,4-c]pyridin-5-yl)-3-fluoro-5-methylphenyl)-N-methylmethanamine C(C)N1N=CC(=C1)C1=NNC2=CN=C(C=C21)C2=C(C=C(C=C2C)CNC)F